4-(3,6-dihydropyridin-1(2H)-yl)-8-fluoro-7-(7-fluoro-3-(methoxymethoxy)-8-[(triisopropylsilyl)ethynyl]naphthalen-1-yl)-5-methyl-2-(methylsulfonyl)pyrido[4,3-d]pyrimidine N1(CCC=CC1)C=1C2=C(N=C(N1)S(=O)(=O)C)C(=C(N=C2C)C2=CC(=CC1=CC=C(C(=C21)C#C[Si](C(C)C)(C(C)C)C(C)C)F)OCOC)F